C1=CC=CC=2C3=CC=CC=C3N(C12)C1=CC=C(C=C1)C1=C(C(=C(C(=C1C1=NC(=NC(=N1)C1=CC=CC=C1)C1=CC=CC=C1)N1C2=CC=CC=C2C=2C=CC=CC12)C1=CC=C(C=C1)N1C2=CC=CC=C2C=2C=CC=CC12)C1=CC=C(C=C1)N1C2=CC=CC=C2C=2C=CC=CC12)C#N 4'-(4-(9H-carbazol-9-yl)phenyl)-4,4'',6'-tri(9H-carbazol-9-yl)-5'-(4,6-diphenyl-1,3,5-triazin-2-yl)-[1,1':2',1''-terphenyl]-3'-carbonitrile